CC1=CC=2C(N3C(=NC2C(=C1)[C@@H](C)NC=1C(=NC=CN1)C(=O)O)C1(CC3)CCCC1)=O (R)-3-((1-(7'-methyl-9'-oxo-1',2'-dihydro-9'H-spiro[cyclopentane-1,3'-pyrrolo[2,1-b]quinazolin]-5'-yl)ethyl)amino)pyrazine-2-carboxylic acid